tricyclohexanide trimesate C(C1=CC(C(=O)[O-])=CC(C(=O)[O-])=C1)(=O)[O-].[CH-]1CCCCC1.[CH-]1CCCCC1.[CH-]1CCCCC1